phosphinic acid aluminium salt [Al+3].[PH2]([O-])=O.[PH2]([O-])=O.[PH2]([O-])=O